2-METHYL-1-[(4-METHYLPHENYL)SULFONYL]-1H-INDOLE-3-BORONIC ACID CC=1N(C2=CC=CC=C2C1B(O)O)S(=O)(=O)C1=CC=C(C=C1)C